4-[(3R)-3-aminopyrrolidin-1-yl]-N-(8-fluoro-2-methylimidazo[1,2-a]pyridin-6-yl)-2-methylindazole-7-carboxamide N[C@H]1CN(CC1)C=1C2=CN(N=C2C(=CC1)C(=O)NC=1C=C(C=2N(C1)C=C(N2)C)F)C